N[C@H](C(=O)O)CCCCNC(CCC=1C=NC=CC1)=O (2S)-2-amino-6-[3-(3-pyridyl)propanoylamino]hexanoic acid